(1S,2R,5R)-2-methoxyethyl 3-((6-(4-fluorophenoxy)pyridin-3-yl)sulfonyl)-2-(((tetrahydro-2H-pyran-2-yl)oxy)carbamoyl)-3,8-diazabicyclo[3.2.1]octane-8-carboxylate FC1=CC=C(OC2=CC=C(C=N2)S(=O)(=O)N2[C@H]([C@@H]3CC[C@H](C2)N3C(=O)OCCOC)C(NOC3OCCCC3)=O)C=C1